D-N-acetylneuraminic acid sodium salt hydrate O.[Na+].C(C)(=O)N[C@@H]1[C@H](CC(C([O-])=O)(O)O[C@H]1[C@H](O)[C@H](O)CO)O